6-chloro-8-(4-chloro-2-fluorophenyl)-2,3-dimethylpyrimidino[5,4-d]pyrimidin-4(3H)-one ClC=1N=C(C=2N=C(N(C(C2N1)=O)C)C)C1=C(C=C(C=C1)Cl)F